FC(C)(F)C1=NC(=CC(=C1)NC1=CC(=NC=C1C=1SC(=CN1)C=O)NC(C)=O)C N-(4-((2-(1,1-difluoroethyl)-6-methylpyridin-4-yl)amino)-5-(5-formylthiazol-2-yl)pyridin-2-yl)acetamide